2-oxo-pyridine-3-carboxamide tert-butyl-4-[4-[[6-[[1-(4-fluorophenyl)-2-oxo-pyridine-3-carbonyl]amino]-3-pyridyl]oxy]-1,7-naphthyridin-6-yl]piperidine-1-carboxylate C(C)(C)(C)OC(=O)N1CCC(CC1)C=1C=C2C(=CC=NC2=CN1)OC=1C=NC(=CC1)NC(=O)C=1C(N(C=CC1)C1=CC=C(C=C1)F)=O.O=C1NC=CC=C1C(=O)N